4-iodo-5-methyl-2-(2-{[3-(trimethylsilyl)prop-2-yn-1-yl]oxy}ethoxy)aniline IC1=CC(=C(N)C=C1C)OCCOCC#C[Si](C)(C)C